C(=O)C=1C=C2C(=NC1)N(C=C2I)C(=O)OC(C)(C)C tert-butyl 5-formyl-3-iodo-1H-pyrrolo[2,3-b]pyridine-1-carboxylate